3-(6-chloro-3-(4-(2-cyanopropan-2-yl)picolinamido)-2-fluorophenyl)-1,6-naphthyridin-7-yl(methyl)carbamate ClC1=CC=C(C(=C1C=1C=NC2=CC(=NC=C2C1)N(C([O-])=O)C)F)NC(C1=NC=CC(=C1)C(C)(C)C#N)=O